COC1=CC=C(C=C1)NC(=O)NC(NC1=CC=C(C=C1)S(=O)(=O)OC1=CC=C(C=C1)C)=O 4-tolyl 4-[(4-methoxyphenylcarbamoyl)ureido]phenylsulfonate